C1CC2C(C1)C3CC2CC34CCCO4 decahydrospiro(furan-2(3h),5'-(4,7)methano(5h)indene)